COC1=CC=C(C=C1)[C@@H](C)N[C@@H]1COCC12CCNCC2 (S)-N-((R)-1-(4-methoxyphenyl)ethyl)-2-oxa-8-azaspiro[4.5]decan-4-amine